methyl 3-amino-6-ethylpyrazine-2-carboxylate NC=1C(=NC(=CN1)CC)C(=O)OC